3-(2,4-difluorophenyl)imidazo[2,1-b]thiazole-6-carboxylic acid FC1=C(C=CC(=C1)F)C=1N2C(SC1)=NC(=C2)C(=O)O